10-decanehydroxamic acid CCCCCCCCCC(=O)NO